tert-butyl 2-({4-[(2-oxo-1,3-oxazolidin-3-yl)methyl]phenyl}amino)-5H,6H,7H,8H-pyrido[3,4-d]pyrimidine-7-carboxylate O=C1OCCN1CC1=CC=C(C=C1)NC=1N=CC2=C(N1)CN(CC2)C(=O)OC(C)(C)C